C([C@H](O)C1=CC=CC=C1)(=O)O (R)-Mandelic acid